N-(2-ethoxy-1,3-dioxan-5-yl)methacrylamide C(C)OC1OCC(CO1)NC(C(=C)C)=O